quinazoline-7-ol N1=CN=CC2=CC=C(C=C12)O